6-(2-chloro-4-methyl-phenyl)-5-[4-[(3S)-1-(3-fluoro-propyl)pyrrolidin-3-yl]oxyphenyl]-8,9-dihydro-7H-benzo[7]annulen-2-ol ClC1=C(C=CC(=C1)C)C1=C(C2=C(CCC1)C=C(C=C2)O)C2=CC=C(C=C2)O[C@@H]2CN(CC2)CCCF